(3-(Bromomethyl)oxetan-3-yl)methanol BrCC1(COC1)CO